Cl.C1(=CCCC1)C1=CC2=C(C=N1)C(CN2C(CN2[C@H](CN[C@@H](C2)C)COC)=O)(C)C 1-[6-(Cyclopent-1-en-1-yl)-3,3-dimethyl-1H,2H,3H-pyrrolo[3,2-c]pyridin-1-yl]-2-[(2R,5R)-2-(methoxy-methyl)-5-methyl-piperazin-1-yl]ethan-1-one, hydrochloride salt